4,6-dichloro-5-(trimethylsilyl)-nicotinaldehyde ClC1=C(C(=NC=C1C=O)Cl)[Si](C)(C)C